3-(bis(benzyloxy)phosphoryl)bicyclo[2.2.2]oct-5-ene-2-carboxylic acid C(C1=CC=CC=C1)OP(=O)(OCC1=CC=CC=C1)C1C(C2C=CC1CC2)C(=O)O